pyrimidinyl-3,8-diazabicyclo[3.2.1]octanylmethanone N1=C(N=CC=C1)C(=O)C12CNCC(CC1)N2